(2S,11aR)-7-fluoro-2-hydroxy-6-isopropoxy-8-methyl-2,3,11,11a-tetrahydro-1H,5H-benzo[f]pyrrolo[2,1-c][1,4]oxazepine-5-one FC=1C(=CC2=C(C(N3[C@@H](CO2)C[C@@H](C3)O)=O)C1OC(C)C)C